p-tolyl-2-O-p-methoxybenzyl-3,4-di-O-benzyl-6-levulinyl-1-thio-β-D-galactopyranose C1(=C(C=CC=C1)C1=CC=C(CO[C@@H]2[C@H]([C@H](S)O[C@@H]([C@@H]2OCC2=CC=CC=C2)C(O)C(CCC(=O)C)=O)OCC2=CC=C(C=C2)OC)C=C1)C